(R)-2-(benzyloxy)propanoic acid C(C1=CC=CC=C1)O[C@@H](C(=O)O)C